C(#C)C=1C=C(C(=O)O)C=CC1 3-ethynylbenzoic acid